C(#N)C1=CC=C(OCC2(CN(C2)C(=O)OC(C)(C)C)C)C=C1 tert-butyl 3-((4-cyanophenoxy) methyl)-3-methylazetidine-1-carboxylate